C(C1=CC=CC=C1)N1CC=2N=C(N=C(C2CC1)NC=1N=CN(C1)C1=CC(=C(C(=C1)OC)OC)OC)Cl 7-benzyl-2-chloro-N-(1-(3,4,5-trimethoxyphenyl)-1H-imidazol-4-yl)-5,6,7,8-tetrahydropyrido[3,4-d]pyrimidin-4-amine